N-(9-methyl-9-azabicyclo[3.3.1]nonan-3-yl)-6,7,8,9-tetrahydropyrido[1,2-a]indole-10-carboxamide formate C(=O)O.CN1C2CC(CC1CCC2)NC(=O)C2=C1N(C3=CC=CC=C23)CCCC1